5-((benzyloxy)methyl)-3-(cyclohex-1-en-1-yl)-2-phenyl-6-(quinolin-6-yl)pyrazolo[1,5-a]Pyrimidin-7(4H)-one C(C1=CC=CC=C1)OCC=1NC=2N(C(C1C=1C=C3C=CC=NC3=CC1)=O)N=C(C2C2=CCCCC2)C2=CC=CC=C2